N-(4-([1,2,4]triazolo[1,5-c]pyrimidin-7-yloxy)-3-methylphenyl)-6-isopropoxy-5-((1S,5S)-2-methyl-2,6-diazabicyclo[3.2.0]heptan-6-yl)quinazolin-4-amine N=1C=NN2C=NC(=CC21)OC2=C(C=C(C=C2)NC2=NC=NC1=CC=C(C(=C21)N2[C@H]1CCN([C@H]1C2)C)OC(C)C)C